2-ethyl-3-hydroxy-4(4h)-pyranone C(C)C=1OC=CC(C1O)=O